(2S)-2-[[2-[(2S)-1-[(4-methylphenyl)methyl]-5-oxopyrrolidin-2-yl]acetyl]amino]-3-phenylpropionic acid CC1=CC=C(C=C1)CN1[C@@H](CCC1=O)CC(=O)N[C@H](C(=O)O)CC1=CC=CC=C1